C(C)(C)(C)C1=C(C(=C2C=C(C(C2=C1)[Si](C1C(=C(C(=C1C)C)C)C)(C)C)C)C1=CC=C(C=C1)C(C)(C)C)OC (6-(tert-butyl)-4-(4-(tert-butyl)phenyl)-5-methoxy-2-methyl-1H-inden-1-yl)dimethyl(2,3,4,5-tetramethylcyclopenta-2,4-dien-1-yl)silane